1-hydroxy-3,3-dimethylbutan-2-one OCC(C(C)(C)C)=O